N[C@@]1(C[C@@H](CCC1)CCB(O)O)C(=O)O |r| rac-(1S,3R)-1-amino-3-(2-boronoethyl)-cyclohexane-1-carboxylic acid